NC=1C(=NC(=CC1)C1=CC=CC=C1)NC1=CC=C(CN(C2CCC(CC2)C#N)C)C=C1 (1r,4r)-4-((4-((3-amino-6-phenylpyridin-2-yl)amino)benzyl)(methyl)amino)cyclohexane-1-carbonitrile